(E)-7-(2-ethoxyvinyl)-[1,2,4]triazolo[4,3-a]pyridine C(C)O/C=C/C1=CC=2N(C=C1)C=NN2